FC1=C(OC2=CC(=C(C=C2C2=CN(C=3C(NC=CC32)=O)C)N3C(CCC3=O)=O)C)C=CC(=C1)F 1-(4-(2,4-difluorophenoxy)-2-methyl-5-(1-methyl-7-oxo-6,7-dihydro-1H-pyrrolo[2,3-c]pyridin-3-yl)phenyl)pyrrolidine-2,5-dione